FC(C1=CC=C(C=C1)N1N=CC(=C1COC1=CC=C(N=N1)N1CC(NCC1)=O)C)F 4-(6-((1-(4-(difluoromethyl)phenyl)-4-methyl-1H-pyrazol-5-yl)methoxy)pyridazin-3-yl)piperazin-2-one